(1-(3-amino-2-methoxyphenyl)-1H-pyrazol-4-yl)dicyclopropylphosphine oxide NC=1C(=C(C=CC1)N1N=CC(=C1)P(C1CC1)(C1CC1)=O)OC